(9H-Fluoren-9-yl)methyl((2,4-bis(docosyloxy)phenyl)(4-methoxyphenyl) methyl)carbamate C1=CC=CC=2C3=CC=CC=C3C(C12)OC(N(C(C1=CC=C(C=C1)OC)C1=C(C=C(C=C1)OCCCCCCCCCCCCCCCCCCCCCC)OCCCCCCCCCCCCCCCCCCCCCC)C)=O